(E)-1-[4-[(2S,5S)-4,5-Dihydroxy-6-[[(2R)-4-hydroxy-4-(hydroxymethyl)-6-methyloxan-2-yl]methoxymethyl]oxan-2-yl]oxy-2,6-dihydroxyphenyl]-3-(3-hydroxy-4-methoxyphenyl)prop-2-en-1-one OC1C[C@@H](OC([C@H]1O)COC[C@@H]1OC(CC(C1)(CO)O)C)OC1=CC(=C(C(=C1)O)C(\C=C\C1=CC(=C(C=C1)OC)O)=O)O